(S)-N-((R)-(4-chloro-3-cyanophenyl)(4-(trifluoromethoxy)phenyl)methyl)-2-oxoimidazolidine-4-carboxamide ClC1=C(C=C(C=C1)[C@H](NC(=O)[C@H]1NC(NC1)=O)C1=CC=C(C=C1)OC(F)(F)F)C#N